C(C)(C)(C)OC(=O)N(CCCN(C(OC(C)(C)C)=O)CC1=CC(=CC=C1)[N+](=O)[O-])C1=CC(=C(C=C1)C)C1=NC(=NC=C1Cl)Cl tert-butyl (3-((tert-butoxycarbonyl)(3-(2,5-dichloropyrimidin-4-yl)-4-methylphenyl)amino)propyl)(3-nitrobenzyl)carbamate